methyl 5-amino-1-(2-ethoxy-2-oxoethyl)-1H-pyrazole-4-carboxylate NC1=C(C=NN1CC(=O)OCC)C(=O)OC